4-[2-(2-{[(S)-3-methyl-1-piperidyl]methyl}-4-cyclopropyl-7-oxo-1,6-dihydro-1,6-diaza-6-indenyl)-6-cyclopropyl-4-pyridyl]-3-{1-[(2H3)methyl]-2-imidazolyl}benzonitrile C[C@@H]1CN(CCC1)CC=1NC=2C(N(C=C(C2C1)C1CC1)C1=NC(=CC(=C1)C1=C(C=C(C#N)C=C1)C=1N(C=CN1)C([2H])([2H])[2H])C1CC1)=O